isoquinolin-1-ylbis(4-methylphenyl)phosphine oxide C1(=NC=CC2=CC=CC=C12)P(C1=CC=C(C=C1)C)(C1=CC=C(C=C1)C)=O